C(C)(C)(C)OC(=O)NC1CN(CCC1)C(=O)C1=CC2=C(N(C(=N2)C2=CC=3C(=NC(=CC3)CC(=O)[O-])N2CC)C)C(=C1)OC 2-(5-(3-((t-butoxycarbonyl) amino) piperidine-1-carbonyl)-7-methoxy-1-methyl-1H-benzo[d]imidazol-2-yl)-1-ethyl-1H-pyrrolo[2,3-b]pyridin-6-ylacetate